ethylbis(propane-2-yl)amine C(C)N(C(C)C)C(C)C